ClC=1C=C(C(=O)OC)C=C(C1)NC(=O)C=1SC(=CC1S(N(C)C1=CC(=C(C=C1)OCC)OC)(=O)=O)Cl Methyl 3-chloro-5-(5-chloro-3-(N-(4-ethoxy-3-methoxyphenyl)-N-methylsulfamoyl)thiophene-2-carboxamido)benzoate